[Si](C)(C)(C(C)(C)C)OC12CCC(CC1)(C2)COC(=S)SC ((4-((tert-butyldimethylsilyl)oxy)bicyclo(2.2.1)heptan-1-yl)methoxy)(methylsulfanyl)methanethione